C(CCCCC(=O)O)(=O)O hexan-1,6-dioic acid